CC1(CCC=2C1=NC1=C(C2NC(=O)N=S(=O)(N)C=2SC(=C(N2)CO)C(C)(C)O)CCC1)C N'-((3,3-dimethyl-1,2,3,5,6,7-hexahydrodicyclopenta[b,e]pyridin-8-yl)carbamoyl)-4-(hydroxymethyl)-5-(2-hydroxypropan-2-yl)thiazole-2-sulfonimidamide